CC(C(=O)O)N The molecule is an alpha-amino acid that consists of propionic acid bearing an amino substituent at position 2. It has a role as a fundamental metabolite. It derives from a propionic acid. It is a conjugate base of an alaninium. It is a conjugate acid of an alaninate. It is a tautomer of an alanine zwitterion.